C(C)(C)S(=O)(=O)[O-] 1-isopropyl-sulfonate